(+/-)-N-{[2-(4-{[(3S,4R)-3-fluoro-1-methylpiperidin-4-yl]amino}-1-(2,2,2-trifluoroethyl)-1H-indol-2-yl)-1,3-thiazol-4-yl]methyl}cyclopropanecarboxamide F[C@H]1CN(CC[C@H]1NC1=C2C=C(N(C2=CC=C1)CC(F)(F)F)C=1SC=C(N1)CNC(=O)C1CC1)C |r|